C(C)C1=C(C(=C(N1N)C(=O)OCCCCC1(CN(C1)C(C1=CC=CC=C1)C1=CC=CC=C1)CN(C)C)[C@@H]1OCCC1)C1=C(C(=CC=C1)OC)C |r| 4-(1-benzhydryl-3-((dimethylamino)methyl)azetidin-3-yl)butan-1-ol rac-Ethyl-1-amino-4-(3-methoxy-2-methylphenyl)-3-(tetrahydrofuran-2-yl)-1H-pyrrole-2-carboxylate